2,6-dimethyl-6-[2,6-bis(2,6-dimethoxyPhenyl)phenyl]phosphino-2-hepten-4-one CC(C)=CC(CC(C)(PC1=C(C=CC=C1C1=C(C=CC=C1OC)OC)C1=C(C=CC=C1OC)OC)C)=O